OC(CNC(=O)C=1SC(=NN1)CCCCC=1N=NC(=CC1)NC(CC1=CC(=CC=C1)OC(F)(F)F)=O)(C)C N-(2-hydroxy-2-methylpropyl)-5-[4-(6-{2-[3-(trifluoromethoxy)phenyl]acetamido}pyridazin-3-yl)butyl]-1,3,4-thiadiazole-2-carboxamide